2-[3-(2,7-diazaspiro[4.5]dec-2-yl)-1,2,4-triazin-6-yl]-5-(1H-pyrazol-4-yl)phenol C1N(CCC12CNCCC2)C=2N=NC(=CN2)C2=C(C=C(C=C2)C=2C=NNC2)O